menthyl lactate C(C(O)C)(=O)OC1CC(CCC1C(C)C)C